C(C1=CC=CC=C1)[Sn](CC1=CC=CC=C1)(Br)Br Dibenzyltin dibromide